FC(C(=O)O)(F)F.NCCCCNC(COC1=C2C(N(C(C2=CC=C1)=O)C1C(NC(CC1)=O)=O)=O)=O N-(4-aminobutyl)-2-((2-(2,6-dioxopiperidin-3-yl)-1,3-dioxoisoindol-4-yl)oxy)acetamide trifluoroacetate